C1(CCCC1)CCNC(C1=CC(=CC=C1)NC1=CC=C(C=C1)C(NC1=NC=NC=C1)=O)=O N-(2-cyclopentylethyl)-3-((4-(pyrimidin-4-ylcarbamoyl)phenyl)amino)benzamide